FC1=CC=C(C=C1)C1=NN2C(CN(CC2)C(=O)C=2C=NC=CC2)=C1C1=CC(=NC=C1)C (2-(4-fluorophenyl)-3-(2-methylpyridin-4-yl)-6,7-dihydropyrazolo[1,5-a]pyrazin-5(4H)-yl)(pyridin-3-yl)methanone